The molecule is an acyl-CoA that results from the formal condensation of the thiol group of coenzyme A with one of the carboxy groups of any alpha,omega-dicarboxylic acid. It derives from an alpha,omega-dicarboxylic acid. It is a conjugate acid of an omega-carboxyacyl-CoA(5-). CC(C)(COP(=O)(O)OP(=O)(O)OC[C@@H]1[C@H]([C@H]([C@@H](O1)N2C=NC3=C(N=CN=C32)N)O)OP(=O)(O)O)C(C(=O)NCCC(=O)NCCSC(=O)CC(=O)O)O